(hept-4-yl)benzo[d][1,3]dioxole-5-carboxamide CCCC(CCC)C1OC2=C(O1)C=CC(=C2)C(=O)N